NC=1N=NC(=C(N1)C1CCOCC1)C[C@@H]1C(NC[C@@H](C1)C(F)(F)F)=O (3R,5R)-3-((3-amino-5-(tetrahydro-2H-pyran-4-yl)-1,2,4-triazin-6-yl)methyl)-5-(trifluoromethyl)piperidin-2-one